((1-(5-(benzyloxy)-2-methylbenzofuran-3-carboxamido)cyclobutyl)methyl)carbamic acid tert-butyl ester C(C)(C)(C)OC(NCC1(CCC1)NC(=O)C1=C(OC2=C1C=C(C=C2)OCC2=CC=CC=C2)C)=O